(1R,3S)-3-(3-{[(5-methoxypyrazin-2-yl)acetyl]amino}-1H-pyrazol-5-yl)cyclopentyl 2,2-dimethylazetidine-1-carboxylate CC1(N(CC1)C(=O)O[C@H]1C[C@H](CC1)C1=CC(=NN1)NC(CC1=NC=C(N=C1)OC)=O)C